tert-butyl (2S)-2-((2,2,2-trifluoroacetamido)methyl)azetidine-1-carboxylate FC(C(=O)NC[C@H]1N(CC1)C(=O)OC(C)(C)C)(F)F